spiro[indoline-2,3'-[3H]-naphtho[2,1-b]-1,4-oxazine] N=1C2=C(OC3(C1)NC1=CC=CC=C1C3)C=CC3=CC=CC=C32